C[C@@H]1COCCN1C=1C2=C(N=C(N1)C1=C3C(=NC=C1)NC=C3)C(=CS2)C(C#N)(C)S(=O)(=O)C 2-(4-((R)-3-methylmorpholino)-2-(1H-pyrrolo[2,3-b]pyridin-4-yl)thieno[3,2-d]pyrimidin-7-yl)-2-(methylsulfonyl)propionitrile